NC=1C(=NC(=NC1)C1=NN(C(=C1)C1=NOC=C1)CC1=C(C=CC=C1)F)C(C(=O)OCC)(C(=O)OCC)C diethyl 2-(5-amino-2-(1-(2-fluorobenzyl)-5-(isoxazol-3-yl)-1H-pyrazol-3-yl) pyrimidin-4-yl)-2-methylmalonate